OC(C(=O)[O-])C(C(C(C)O)O)O.OC(C(=O)[O-])C(C(C(C)O)O)O.OC(C(=O)[O-])C(C(C(C)O)O)O.[Na+].[Na+].[Na+] trisodium tris(2,3,4,5-tetrahydroxyhexanoate)